ClC=1C=C2C=CC=C(C2=CC1OC1CC1)CCNC(C)=O N-(2-(6-chloro-7-cyclopropoxy-naphthalen-1-yl)ethyl)acetamide